NCCC1=C(C=C(C(=C1C(C)C)CCN)C(C)C)C(C)C 2,4-bis(aminoethyl)-1,3,5-triisopropylbenzene